FC(C(=O)O)(F)F.NCC(CN1N=CN(C1=O)C1=NC=CC(=C1)N1C(CCC2=CC=CC(=C12)C)=O)=C(F)F [2-[1-[2-(aminomethyl)-3,3-difluoro-allyl]-5-oxo-1,2,4-triazol-4-yl]-4-pyridinyl]-8-methyl-3,4-dihydro-1H-quinolin-2-one trifluoroacetate